C(C)(=O)N1CCC(CC1)C1=NN(C=2C=CC=C(C12)C1=C(C=C2C=NN(C2=C1)C)F)CCN(C(=O)OCC1=CC=CC=C1)CC(=O)O ({2-[3-(1-acetylpiperidin-4-yl)-5'-fluoro-1'-methyl-[4,6'-biindazol]-1-yl]ethyl}[(benzyloxy)carbonyl]amino)acetic acid